butyl (trans-3-((S)-1-(4-fluorophenyl)-1,2,3,4-tetrahydroisoquinoline-2-carboxamido)-1-methylcyclobutyl)carbamate FC1=CC=C(C=C1)[C@@H]1N(CCC2=CC=CC=C12)C(=O)NC1CC(C1)(C)NC(OCCCC)=O